C(C)(C)(C)OC(=O)N1C(C=2CNCC2C1)C(CC1=CC=NC=C1)=O [2-(pyridin-4-yl)acetyl]-1H,2H,3H,4H,5H,6H-pyrrolo[3,4-c]pyrrole-2-carboxylic acid tert-butyl ester